3-((3-(2-aminoethyl)-1H-pyrazol-1-yl)methyl)cyclobutan-1-one 2-(1-((1s,4s)-4-isopropylcyclohexyl)-3-oxo-1H-spiro[isoquinoline-4,4-piperidin]-2(3H)-yl)ethyl-methylcarbamate C(C)(C)C1CCC(CC1)C1N(C(C2(CCNCC2)C2=CC=CC=C12)=O)CCN(C(O)=O)C.NCCC1=NN(C=C1)CC1CC(C1)=O